C(CC(=C)C)C=1OC=CC1 isopentenyl-furan